N4-isopropyl-N2-(9-oxa-1,2-diazatricyclo[6.3.1.04,12]dodeca-2,4,6,8(12)-tetraen-5-yl)-5-(trifluoromethyl)pyrimidine-2,4-diamine C(C)(C)NC1=NC(=NC=C1C(F)(F)F)NC1=C2C=NN3CCOC(C=C1)=C32